N[C@H]1[C@@H]2N(C[C@H]1CC2)C(=O)C2=CC1=C(N(C(=N1)C1=CC=3C(=NC(=CC3)C3=C(C=C(C=C3F)O)F)N1CC1CC1)C)C(=C2)OC 4-(2-{5-[(1R,4R,7R)-7-amino-2-azabicyclo[2.2.1]heptane-2-carbonyl]-7-methoxy-1-methyl-1H-1,3-benzodiazol-2-yl}-1-(cyclopropylmethyl)-1H-pyrrolo[2,3-b]pyridin-6-yl)-3,5-difluorophenol